CN(CCCNC(C1=CC(=CC=C1)NC1=NC=C(C(=N1)NCC=1C(=NC=CC1)N(S(=O)(=O)C)C)C(F)(F)F)=O)C N-[3-(dimethylamino)propyl]-3-({4-[({2-[methyl(methylsulfonyl)amino]pyridin-3-yl}methyl)amino]-5-(trifluoromethyl)pyrimidin-2-yl}amino)benzamide